ON(O)O dihydroxyhydroxylamine